C(CCC)C1(C(C=C(C(OP2OO2)=C1C(C)(C)C)C(C)(C)C)C(C)(C)C)CC 5-Butyl-5-ethyl-2-(2,4,6-tri-tert-butylphenoxy)-1,3,2-dioxaphosphiran